NC1=NC(N(C=C1)[C@H]1O[C@H](OC1)CO)=O 4-amino-1-[(2S,4S)-2-(hydroxymethyl)-1,3-dioxolan-4-yl]pyrimidin-2-one